N-(4-(1H-pyrazol-1-yl)benzyl)-N-(3-methoxybenzyl)-3-((4-methylpiperazin-1-yl)methyl)aniline N1(N=CC=C1)C1=CC=C(CN(C2=CC(=CC=C2)CN2CCN(CC2)C)CC2=CC(=CC=C2)OC)C=C1